2-(4-acetylpiperazin-1-yl)-8-bromo-6-methyl-4H-chromen-4-one C(C)(=O)N1CCN(CC1)C=1OC2=C(C=C(C=C2C(C1)=O)C)Br